2-bromo-6,8-dimethylindolizine BrC=1C=C2C(=CC(=CN2C1)C)C